ClC1=C(COP2(OCC3=C(O2)C=C(O3)N3C(NC(C(=C3)F)=O)=O)=O)C=CC(=C1)F 1-((4AR,6R,7aS)-2-(2-chloro-4-fluorobenzyloxy)-2-oxo-4H-furo[3,2-d][1,3,2]dioxaphosphorin-6-yl)-5-fluoropyrimidine-2,4(1H,3H)-dione